C[C@H](CCC=C(C)C)[C@H]1CC[C@@]2([C@@]1(CC[C@@]3([C@H]2CC=C4[C@H]3CC[C@@H](C4(C)C)O)C)C)C The molecule is a tetracyclic triterpenoid that is 4,9-cyclo-9,10-secocholesta-5,24-diene substituted by methyl groups at the 9beta, 10, and 14 positions, and by a hydroxy group at position 1. It derives from a hydride of a cucurbitane.